isononyl chloride C(CCCCCC(C)C)Cl